5-methoxyiminomethyl-2'-O-methyl-uridine CON=CC=1C(NC(N([C@H]2[C@H](OC)[C@H](O)[C@@H](CO)O2)C1)=O)=O